CN(CCN(C(=O)OC1=CC=C(COC(=O)N(CCCNC([C@H](CC(=O)O)N(C(CCCCCSS(=O)(=O)C)=O)C)=O)C)C=C1)C)C (S)-4-(3-(((4-((2-(dimethylamino)ethyl)(methyl)carbamoyloxy)benzyloxy)carbonyl)(methyl)amino)propylamino)-3-(N-methyl-6-(methylsulfonylthio)hexanamido)-4-oxobutanoic acid